N,N'-bis(3,5-dimethylphenyl)thiourea CC=1C=C(C=C(C1)C)NC(=S)NC1=CC(=CC(=C1)C)C